BrC=1C(=NN(C1)CCC)C=O 4-BROMO-1-PROPYL-1H-PYRAZOLE-3-CARBALDEHYDE